methyl 2-(5-methyl-2-(phenyl-2,6-d2)oxazol-4-yl)acetate CC1=C(N=C(O1)C1=C(C=CC=C1[2H])[2H])CC(=O)OC